C(C)OC(C(=O)C1=C(C(=C(N1)C)C(=O)OCC)C)=O ethyl 5-(2-ethoxy-2-oxoacetyl)-2,4-dimethyl-1H-pyrrole-3-carboxylate